(Bromomethyl)naphthalene BrCC1=CC=CC2=CC=CC=C12